trans-(2SR,3SR)-3-(2-pyridyldisulfanyl)tetralin-2-ol N1=C(C=CC=C1)SS[C@@H]1[C@H](CC2=CC=CC=C2C1)O |r|